C(CCC)/C(/C(=O)[O-])=C/C(=O)[O-].C(CCC)/C(/C(=O)[O-])=C/C(=O)[O-].C(CCCCCCC)[Sn+4]CCCCCCCC dioctyl-tin di(butyl maleate)